trans-4-((3-(1-Cyclopropyl-1H-pyrazol-4-yl)phenyl)((trans-4-(5-methoxy-6-methylpyridin-2-yl)cyclohexyl)methyl)carbamoyl)-cyclohexyl methylcarbamate CNC(O[C@@H]1CC[C@H](CC1)C(N(C[C@@H]1CC[C@H](CC1)C1=NC(=C(C=C1)OC)C)C1=CC(=CC=C1)C=1C=NN(C1)C1CC1)=O)=O